TriMethoxyAluminium CO[Al](OC)OC